NC=1SC=C(N1)C(=O)NCC=1N(C=CC1)C 2-amino-N-((1-methyl-1H-pyrrol-2-yl)methyl)thiazole-4-carboxamide